6-[6-methoxy-5-({[2-(trifluoro-methoxy)phenyl]methyl}carbamoyl)pyridin-3-yl]-N-[5-oxo-1-(propan-2-yl)pyrrolidin-3-yl]-1H-indazole-3-carboxamide COC1=C(C=C(C=N1)C1=CC=C2C(=NNC2=C1)C(=O)NC1CN(C(C1)=O)C(C)C)C(NCC1=C(C=CC=C1)OC(F)(F)F)=O